(3aR,5s,6aS)-N-(6-(5-fluoro-2-methylphenyl)-4-(trifluoromethyl)pyridazin-3-yl)-2-(((S)-tetrahydrofuran-3-yl)methyl)octahydro-cyclopenta[c]pyrrol-5-amine FC=1C=CC(=C(C1)C1=CC(=C(N=N1)NC1C[C@@H]2[C@@H](CN(C2)C[C@H]2COCC2)C1)C(F)(F)F)C